C(CCCC)C(CO)CO 2-amyl-1,3-propanediol